FC=1C=C(C=C(C1OC1=C2C(=NC=C1)N(C=C2C=2CCN(CC2)C)COCC[Si](C)(C)C)F)NC(=O)NCC2(COC2)C 1-(3,5-difluoro-4-{[3-(1-methyl-1,2,3,6-tetrahydropyridin-4-yl)-1-{[2-(trimethylsilyl)ethoxy]methyl}-1H-pyrrolo[2,3-b]pyridin-4-yl]oxy}phenyl)-3-[(3-methyloxetan-3-yl)methyl]urea